CN1C(CN(CC1)C1CCC=2C1=NNC(C2C(F)(F)F)=O)C(=O)N2CCN(CC2)C2=NC=C(C#N)C=C2 6-(4-(1-methyl-4-(3-oxo-4-(trifluoromethyl)-3,5,6,7-tetrahydro-2H-cyclopenta[c]pyridazin-7-yl)piperazine-2-carbonyl)piperazin-1-yl)nicotinonitrile